FC=1C(=C(C=NC1NCC1=CC=C(C=C1)OC)C=1C(=NC(=CC1)C(F)(F)F)C(=O)N)N1CCOCC1 (5-fluoro-6-((4-methoxybenzyl)amino)-4-morpholinopyridin-3-yl)-6-(trifluoromethyl)pyridinamide